6-fluoro-5-(4-methylpyridin-3-yl)-1H-indole FC1=C(C=C2C=CNC2=C1)C=1C=NC=CC1C